C(CCCCCC)(=O)OCC(C)OC(CCCCCC)=O propylene Glycol Diheptanoate